di-(tert-butyl)([1,1'-biphenyl]-4-yl)phosphine C(C)(C)(C)P(C1=CC=C(C=C1)C1=CC=CC=C1)C(C)(C)C